ClC=1C=C(C(=NC1)NC1C[C@H](N(C[C@@H]1C)C(=O)O)C)[N+](=O)[O-] (2R,5S)-4-((5-chloro-3-nitropyridin-2-yl)amino)-2,5-dimethylpiperidine-1-carboxylic acid